FC1=C(C=C(C(=C1)C)C=1N=NC=CN1)NC(=O)N1C2CCCC1C2 N-[2-fluoro-4-methyl-5-(1,2,4-triazin-3-yl)phenyl]-6-azabicyclo[3.1.1]heptane-6-carboxamide